C(CCCCCCCCCCCCCCCCCCCCCCCCCCCCCCCCCCCCC(=O)N)(=O)N dimethylenebis-stearamide